Benzyl-(2-cyclohexanonylmethyl)-amin C(C1=CC=CC=C1)NCC1C(CCCC1)=O